CC=1N=C(C=2C(N1)=NNC2)C=2C=C(C=NC2)C2=CC=C(C=C2)N2C(CCC2)=O 1-(4-(5-(6-methyl-2H-pyrazolo[3,4-d]pyrimidin-4-yl)pyridin-3-yl)phenyl)pyrrolidin-2-one